4-(6-(((1R,3s,5S)-8-azabicyclo[3.2.1]octan-3-yl)oxy)pyridazin-3-yl)-7-(1H-pyrazol-4-yl)-1H-indazole [C@H]12CC(C[C@H](CC1)N2)OC2=CC=C(N=N2)C2=C1C=NNC1=C(C=C2)C=2C=NNC2